6-(5,6-dimethyl-2-(pyrrolidin-1-yl)pyrimidin-4-yl)-N-(1-methyl-1H-pyrazol-5-yl)-5,6,7,8-tetrahydro-1,6-naphthyridin-3-amine CC=1C(=NC(=NC1C)N1CCCC1)N1CC=2C=C(C=NC2CC1)NC1=CC=NN1C